C(C=C)(=O)N1C(CN(CC1)C1=CC=NC2=C(C(=C(C=C12)Cl)C1=CC=C(C2=C1N=C(S2)N)F)F)CC#N 4-(4-acryloyl-3-(cyanomethyl)piperazin-1-yl)-7-(2-amino-7-fluorobenzo[d]thiazol-4-yl)-6-chloro-8-fluoroquinolin